6-[4-(2-tetrahydropyran-4-yl-3H-imidazo[4,5-b]pyridin-7-yl)piperidine-1-carbonyl]-3-(trifluoromethyl)-1H-pyridin-2-one, hydrochloride Cl.O1CCC(CC1)C1=NC=2C(=NC=CC2C2CCN(CC2)C(=O)C2=CC=C(C(N2)=O)C(F)(F)F)N1